NC1=C2C(C(=O)N(C2=O)C2C(NC(CC2)=O)=O)=CC=C1 3-amino-N-(2,6-dioxo-3-piperidinyl)-phthalimide